ClC1=C(C=CC=C1)[C@H](C)OC=1C(=NC(=NC1)C(=O)N[C@H](C)\C=C\S(=O)(=O)C)COC 5-((S)-1-(2-chlorophenyl)ethoxy)-4-(methoxymethyl)-N-((R,E)-4-(methylsulfonyl)but-3-en-2-yl)pyrimidine-2-carboxamide